CC1(OB(OC1(C)C)C=1C=C2C=CNC(C2=CC1)=O)C 6-(4,4,5,5-tetramethyl-1,3,2-dioxaborolan-2-yl)-2H-isoquinolin-1-one